6-picoline-2-carboxamidine N1=C(C=CC=C1C)C(=N)N